CN1C(C(C(C(=C1)C)=O)NC(N[C@@H](CC(=O)O)C=1OC(=CC1)C1=CC=CC=C1)=O)=O (S)-3-(3-(1,5-dimethyl-4-oxo-2-oxo-1,2-dihydropyridin-3-yl)ureido)-3-(5-phenylfuran-2-yl)propanoic acid